C(C)(C)(C)OC(=O)N1CCC(CC1)N1C(N(C2=C1C=CC(=C2)Cl)CC2=NC=C(C=C2)C=2OC(=NN2)C(F)F)=O 4-(5-chloro-3-((5-(5-(difluoromethyl)-1,3,4-oxadiazol-2-yl)pyridin-2-yl)methyl)-2-oxo-2,3-dihydro-1H-benzo[d]imidazol-1-yl)piperidine-1-carboxylic acid tert-butyl ester